C(C)(=O)C1=CC2=C(N=C(N=C2)NC2=NC=C(C=C2)N(CC)CC)N(C1=O)C1CCCC1 6-acetyl-8-cyclopentyl-2-(5-diethylamino-pyridin-2-ylamino)-8H-pyrido[2,3-d]Pyrimidin-7-one